COC(=O)[C@@H](C)[C@H]1CC[C@H]2[C@@H]3CCC4=CC(CC[C@]4(C)[C@]3(CC[C@]12C)O)=O (20S)-9-hydroxy-3-Ketopregna-4-ene-20-carboxylic acid methyl ester